4-bromo-5-methyl-1H-imidazol BrC=1N=CNC1C